1-benzyl-N-(3,4-dichlorobenzyl)-7-isobutyloctahydro-6H-3,6-methanopyrrolo[3,2-c]pyridine-6-carboxamide C(C1=CC=CC=C1)N1CC2C3CNC(C(C31)CC(C)C)(C2)C(=O)NCC2=CC(=C(C=C2)Cl)Cl